(R)-4-(3-(benzofuran-2-yl)phenyl)-3-(2-hydroxyethyl)-N2-isopropyl-N6-(2,2,2-trifluoroethyl)-1,3-dihydro-2H-pyrrolo[3,4-c]pyridine-2,6-dicarboxamide O1C(=CC2=C1C=CC=C2)C=2C=C(C=CC2)C2=NC(=CC1=C2[C@H](N(C1)C(=O)NC(C)C)CCO)C(=O)NCC(F)(F)F